6-(7-methyl-[1,2,4]triazolo[4,3-b]pyridazin-6-yl)-3-[1-(4-piperidyl)pyrazol-4-yl]-7,8-dihydro-5H-1,6-naphthyridine CC1=CC=2N(N=C1N1CC=3C=C(C=NC3CC1)C=1C=NN(C1)C1CCNCC1)C=NN2